6-[3-[tert-butyl(dimethyl)silyl]oxy-2,6-dimethyl-phenyl]-2-[(5-methoxy-2-pyridyl)amino]-8-methylpyrido[2,3-d]pyrimidin-7-one [Si](C)(C)(C(C)(C)C)OC=1C(=C(C(=CC1)C)C1=CC2=C(N=C(N=C2)NC2=NC=C(C=C2)OC)N(C1=O)C)C